ClC1=C(C=CC(=C1)Cl)/C/1=C(/C2=C(OCC1)C=C(C=C2)C(=O)O)\C2=CC=C(C=C2)O[C@@H]2CN(CC2)CC=CC(=O)N(C)C (S,E)-4-(2,4-dichlorophenyl)-5-(4-((1-(4-(dimethylamino)-4-oxobut-2-en-1-yl)pyrrolidin-3-yl)oxy)phenyl)-2,3-dihydrobenzo[b]oxepine-8-carboxylic acid